FC1([C@@H]([C@@H](CN(C1)C1=NC=CC(=N1)NC=1N=CC2=C(C=CC(=C2C1)C(C)C)N1[C@@H]([C@H](C1)CS(=O)(=O)C)C)O)OC)F (3R,4R)-5,5-difluoro-1-(4-(5-isopropyl-8-((2R,3S)-2-methyl-3-(methylsulfonylmethyl)azetidin-1-yl)isoquinolin-3-ylamino)pyrimidin-2-yl)-4-methoxypiperidin-3-ol